2,4-diamino-Triazine NN1NC=CC(=N1)N